O1COC2=C1C=CC(=C2)C(CN2C=NC1=C(C2=O)C=NN1C1CS(CC1)(=O)=O)=O 5-(2-(benzo[d][1,3]dioxol-5-yl)-2-oxoethyl)-1-(S,S-dioxo-tetrahydrothiophen-3-yl)-1H-pyrazolo[3,4-d]pyrimidin-4(5H)-one